C[C@@H]1CN(CCC1)[C@H](C)C1=CC2=C(C=N1)CNC2=O 6-((R)-1-((S)-3-methylpiperidin-1-yl)ethyl)-2,3-dihydro-1H-pyrrolo[3,4-C]pyridin-1-one